O1C(OCC1)C1CCN(CC1)C1=CC=CC=2N(C(N(C21)C)=O)C2C(N(C(CC2)=O)COCC[Si](C)(C)C)=O (4-(4-(1,3-dioxolan-2-yl)piperidin-1-yl)-3-methyl-2-oxo-2,3-dihydro-1H-benzo[d]imidazol-1-yl)-1-((2-(trimethylsilyl)ethoxy)methyl)piperidine-2,6-dione